6-(2-((tert-butoxycarbonyl)amino)ethoxy)-5,7-dimethoxy-1H-indole-2-carboxylic acid C(C)(C)(C)OC(=O)NCCOC1=C(C=C2C=C(NC2=C1OC)C(=O)O)OC